C1(CC1)N1N=CC(=C1)[C@@H]1OCCC(C1)C=1N=C(C2=C(N1)N=C(S2)SC)C2=C(C=C(C=C2)C(F)(F)F)F 5-[(2R)-2-(1-cyclopropylpyrazol-4-yl)tetrahydropyran-4-yl]-7-[2-fluoro-4-(trifluoromethyl)phenyl]-2-methylsulfanyl-thiazolo[4,5-d]pyrimidine